CCCCCCCCCCCCCCCCCCCCCCCCCCCCCCCCCC=C pentatriacontene